(S)-N-(6-(5-(difluoromethyl)-1,2,4-oxadiazol-3-yl)-2,3-dihydrofuro[3,2-b]pyridin-3-yl)-2-methylisonicotinamide FC(C1=NC(=NO1)C=1C=C2C(=NC1)[C@@H](CO2)NC(C2=CC(=NC=C2)C)=O)F